CN1N=C(C=C1C)NC1=NC=C(C(=N1)C1=CNC2=C(C=CC=C12)N1C(C2=C(C=CC(=C2C1)C1=CC=CC=C1)I)=O)C 2-(3-(2-((1,5-dimethyl-1H-pyrazol-3-yl)amino)-5-methylpyrimidin-4-yl)-1H-indol-7-yl)-7-iodo-4-phenylisoindolin-1-one